tertiary butyl-[3-(ethylthio)-2,2-dimethylpropyl]carbamate C(C)(C)(C)OC(NCC(CSCC)(C)C)=O